(3R,4S)-4-hydroxy-3-((R)-5H-imidazo[5,1-a]isoindol-5-yl)piperidine-1-carboxylic acid tert-butyl ester C(C)(C)(C)OC(=O)N1C[C@@H]([C@H](CC1)O)[C@H]1N2C(C3=CC=CC=C13)=CN=C2